pentaerythritol monoisostearate C(CCCCCCCCCCCCCCC(C)C)(=O)OCC(CO)(CO)CO